Diethyl (4-((2-isopropyl-7,9-difluoro-5H-pyrimido[5,4-b]indol-5-yl)methyl)benzyl)phosphonate C(C)(C)C=1N=CC=2N(C=3C=C(C=C(C3C2N1)F)F)CC1=CC=C(CP(OCC)(OCC)=O)C=C1